ethyl (S)-1-chloro-4-oxo-3-((pyrazin-2-ylmethyl)amino)-4,6,7,8-tetrahydropyrrolo[1,2-a]pyrazine-6-carboxylate ClC1=C2N(C(C(=N1)NCC1=NC=CN=C1)=O)[C@@H](CC2)C(=O)OCC